7-oxo-N-(2-(pyrrolidin-1-yl)ethyl)-7H-benzo[h]pyrido[2,1-b]quinazoline-12-carboxamide hydrochloride Cl.O=C1N2C(=NC=3C4=C(C=CC13)C=CC=C4)C(=CC=C2)C(=O)NCCN2CCCC2